N[C@@H](C(=O)OC1=C(C=CC=C1C)C)C R-2,6-dimethylphenyl aminopropionate